C(C)(C)(C)C1=C(C1(C(C)(C)C)[Ir])C(C)(C)C 1,2,3-tri(tert-butyl)-cyclopropenyl-iridium